ClC1=C(C(=O)NCC(=O)N[C@@H](CC(C)C)B2OCCN(CC(O2)=O)C)C=C(C=C1)Cl (R)-2,5-dichloro-N-(2-((3-methyl-1-(6-methyl-4-oxo-1,3,6,2-dioxazaborocan-2-yl)butyl)amino)-2-oxoethyl)benzamide